O-pivaloylhydroxylamine C(C(C)(C)C)(=O)ON